2-(tert-butylamino)-1-(3-fluorophenyl)ethan-1-ol C(C)(C)(C)NCC(O)C1=CC(=CC=C1)F